tert-butyl 7-((1,3-dioxoisoindolin-2-yl)methyl)-7-(4-methylthiazol-2-yl)-3-azabicyclo[4.1.0]heptane-3-carboxylate O=C1N(C(C2=CC=CC=C12)=O)CC1(C2CCN(CC12)C(=O)OC(C)(C)C)C=1SC=C(N1)C